tert-butyl 6-(prop-2-en-1-yl)-2-azaspiro[3.3]heptane-2-carboxylate C(C=C)C1CC2(CN(C2)C(=O)OC(C)(C)C)C1